C1(CCC1)C1=C(C=CC=C1OC)F 2-cyclobutyl-1-fluoro-3-methoxybenzene